2'-chloro-5'-methoxy-6-methyl-N-{5-[(1s,4s)-4-methoxycyclohexane-carbonyl]-4H,5H,6H-pyrrolo[3,4-d][1,3]thiazol-2-yl}-[4,4'-bipyridine]-3-carboxamide ClC1=NC=C(C(=C1)C1=C(C=NC(=C1)C)C(=O)NC=1SC2=C(N1)CN(C2)C(=O)C2CCC(CC2)OC)OC